C(#N)C=1C=NC2=CC(=C(C=C2C1N1CCNCCC1)OC)OC 4-(3-cyano-6,7-dimethoxyquinolin-4-yl)-1,4-diazepan